2-(2-((2,5-bis(trifluoromethyl)pyrazolo[1,5-a]pyrimidin-7-yl)amino)-1-(4-fluorophenyl)ethyl)-2-azabicyclo[2.2.1]heptan-5-ol FC(C1=NN2C(N=C(C=C2NCC(C2=CC=C(C=C2)F)N2C3CC(C(C2)C3)O)C(F)(F)F)=C1)(F)F